N-[5-[2-cyano-5-[[1-methyl-4-(trifluoromethyl)-4-piperidyl]oxy]-4-pyridyl]pyrazolo[1,5-a]pyridin-2-yl]cyclopropanecarboxamide C(#N)C1=NC=C(C(=C1)C1=CC=2N(C=C1)N=C(C2)NC(=O)C2CC2)OC2(CCN(CC2)C)C(F)(F)F